2-[1-[2-[4-[4-(3-Fluoro-2,6-dioxo-3-piperidinyl)phenyl]-1-piperidinyl]-2-oxo-ethyl]-4-piperidinyl]-7-isopropoxy-N-(1-methylpyrazol-3-yl)imidazo[1,2-a]pyridine-6-carboxamide FC1(C(NC(CC1)=O)=O)C1=CC=C(C=C1)C1CCN(CC1)C(CN1CCC(CC1)C=1N=C2N(C=C(C(=C2)OC(C)C)C(=O)NC2=NN(C=C2)C)C1)=O